para-chlorostyrene ClC1=CC=C(C=C)C=C1